C(C1=CC=CC=C1)NC1=NC=NC2=CC(=C(C=C12)OC1CCN(CC1)C(C=C)=O)OC 1-(4-((4-(benzylamino)-7-methoxy-quinazolin-6-yl)oxy)piperidin-1-yl)prop-2-en-1-one